N1=C(C=C2N1CCCC2)OC2=CC=C(C=N2)N 6-((4,5,6,7-tetrahydropyrazolo[1,5-a]pyridin-2-yl)oxy)pyridin-3-amine